FC([C@@H]1[C@H](C1)C1=CN=NC=C1)(F)F 4-((1S,2S)-2-(trifluoromethyl)cyclopropyl)pyridazine